7-(3-ethyl-5-(piperidin-4-yl)-1H-indol-2-yl)isoxazolo[4,5-b]pyridin-3-amine C(C)C1=C(NC2=CC=C(C=C12)C1CCNCC1)C1=C2C(=NC=C1)C(=NO2)N